N-(2-Amino-3-fluoro-4-((4-nitrobenzyl)amino)phenyl)octanamid NC1=C(C=CC(=C1F)NCC1=CC=C(C=C1)[N+](=O)[O-])NC(CCCCCCC)=O